3,6-difluoro-N-[(1R,3S)-3-{[2-(trifluoromethyl)quinolin-4-yl]amino}cyclohexyl]pyridine-2-carboxamide FC=1C(=NC(=CC1)F)C(=O)N[C@H]1C[C@H](CCC1)NC1=CC(=NC2=CC=CC=C12)C(F)(F)F